C(C)C=1C(NC2=CC(=CC=C2C1)CN1CCN(CC1)C(=O)C1CC(CC1)C(=O)N)=O 3-{4-[(3-ethyl-2-oxo-1H-quinolin-7-yl)methyl]piperazine-1-carbonyl}cyclopentane-1-carboxamide